COC=1C=C(OC2=C(C=CC=C2)NC(=O)CNC(=O)C2=CC=CC3=CC=CC=C23)C=CC1 naphthalene-1-carboxylic acid {[2-(3-methoxy-phenoxy)-phenylcarbamoyl]-methyl}-amide